lithium sulfur oxygen [O].[S].[Li]